(3-bromophenyl)(3-chlorophenyl)methanone BrC=1C=C(C=CC1)C(=O)C1=CC(=CC=C1)Cl